(5-(3-(thien-3-ylethynyl)-1H-indazol-5-yl)pyridin-3-yl)cyclopropanecarboxamide tert-Butyl-(((1r,4r)-4-(((5-acetyl-2-chloropyridin-4-yl)amino)methyl)cyclohexyl)methyl)carbamate C(C)(C)(C)N(C(O)=O)CC1CCC(CC1)CNC1=CC(=NC=C1C(C)=O)Cl.S1C=C(C=C1)C#CC1=NNC2=CC=C(C=C12)C=1C=C(C=NC1)C1(CC1)C(=O)N